C1(CCC1)C=1NC(=NN1)C1CC2(CN(C2)C(=O)N2CC3(C2)CCN(CC3)S(=O)(=O)C32CC(C3)(C2)C(F)(F)F)C1 [6-(5-cyclobutyl-4H-1,2,4-triazol-3-yl)-2-azaspiro[3.3]heptan-2-yl]-[7-[[3-(trifluoromethyl)-1-bicyclo[1.1.1]pentanyl]sulfonyl]-2,7-diazaspiro[3.5]nonan-2-yl]methanone